ClC=1C=C(C(=NC1C1(CC(C1)(F)F)C)C)C(=O)O 5-chloro-6-(3,3-difluoro-1-methyl-cyclobutyl)-2-methyl-pyridine-3-carboxylic acid